C(C)NC(=O)NC=1OC(=CN1)CC1CCN(CC1)C=1C(=NC(=CC1)C=1NC=CN1)F 1-ethyl-3-(5-((1-(2-fluoro-6-(1H-imidazol-2-yl)pyridin-3-yl)piperidin-4-yl)methyl)oxazol-2-yl)urea